(S)-(2-(methoxydiphenylmethyl)pyrrolidin-1-yl)(pyridin-2-yl)-methanone COC([C@H]1N(CCC1)C(=O)C1=NC=CC=C1)(C1=CC=CC=C1)C1=CC=CC=C1